(R)-6-(3-(3,5-difluorophenyl)isoxazolidin-2-yl)-N-(4-(4-(4-methylpiperazin-1-yl)piperidin-1-yl)phenyl)pyrimidin-4-amine FC=1C=C(C=C(C1)F)[C@@H]1N(OCC1)C1=CC(=NC=N1)NC1=CC=C(C=C1)N1CCC(CC1)N1CCN(CC1)C